tert.-Butylperbenzoat C(C)(C)(C)OOC(C1=CC=CC=C1)=O